C1(CCCC1)CCNC1=CC=C2C(NC(=NC2=C1)CSC1CCOCC1)=O 7-((2-Cyclopentylethyl)amino)-2-(((tetrahydro-2H-pyran-4-yl)thio)methyl)quinazolin-4(3H)-one